N-[(2S,3R)-2-[(3-chloro-2-fluorophenyl)methyl]-1-(cyclopropanecarbonyl)-4,4-difluoropyrrolidin-3-yl]ethanesulfonamide ClC=1C(=C(C=CC1)C[C@@H]1N(CC([C@@H]1NS(=O)(=O)CC)(F)F)C(=O)C1CC1)F